C1(=CC=C(C=C1)[C@@H](C)C1=NC=CC=C1)C (R)-2-(1-(p-Tolyl)ethyl)pyridine